2-cyclopropyl-6-((7-nitro-4-oxo-4H-chromen-6-yl)oxy)isoindolin-1-one C1(CC1)N1C(C2=CC(=CC=C2C1)OC=1C=C2C(C=COC2=CC1[N+](=O)[O-])=O)=O